ClC=1C=NC(=NC1)OC1=C(C(=CC=C1)Cl)C1=CC(=NO1)C(F)(F)F 5-Chloro-2-[2-[3-(trifluoromethyl)-5-isoxazolyl]-3-chlorophenoxy]pyrimidine